glycyl-glycine amide NCC(=O)NCC(=O)N